N-(4,6-Dimethyl-2-morpholin-4-ylpyrimidin-5-yl)-2-(4-fluorophenyl)-acetamide CC1=NC(=NC(=C1NC(CC1=CC=C(C=C1)F)=O)C)N1CCOCC1